(2R,5R)-5-(hydroxymethyl)-2-isopropyl-1-methyl-9-[(methylamino)methyl]-1,2,5,6-tetrahydro-1,4-benzodiazocin-3(4H)-one OC[C@@H]1NC([C@H](N(C2=C(C1)C=CC(=C2)CNC)C)C(C)C)=O